CN1CCN(CC1)CCO 4-Methylpiperazin-1-ethanol